N,N-dimethylaminolithium borohydride [BH4-].CN(C)[Li]